NCCOCCN1[C@@H]2CN([C@H](C1)C2)CCOCCN2CCN(CC2)CCO 2-(4-(2-(2-((1S,4S)-5-(2-(2-aminoethoxy)ethyl)-2,5-diazabicyclo[2.2.1]heptan-2-yl)ethoxy)ethyl)piperazin-1-yl)ethan-1-ol